(S)-5-(4-hydroxy-4-methylisoxazolidine-2-carbonyl)-1,3-diisobutyl-6-(naphthalen-1-ylmethyl)-1,6-dihydro-2H-pyrrolo[3,4-d]Pyrimidine O[C@]1(CN(OC1)C(=O)C=1N(C=C2N(CN(CC21)CC(C)C)CC(C)C)CC2=CC=CC1=CC=CC=C21)C